(R*)-N-(3-Cyano-2,4-difluorophenyl)-11,11-difluoro-8-(hydroxymethyl)-3,4,8,9,10,11-hexahydro-1H-pyrido[4',3':3,4]pyrazolo[1,5-a]azepine-2(7H)-carboxamide C(#N)C=1C(=C(C=CC1F)NC(=O)N1CC=2C(=NN3C2C(CC[C@H](C3)CO)(F)F)CC1)F |o1:22|